(S)-3-(1-(8-amino-1-methylimidazo[1,5-a]pyrazin-3-yl)ethyl)-5-chloro-6-fluoro-2-isopropoxy-N-((tetrahydro-2H-pyran-4-yl)methyl)benzamide NC=1C=2N(C=CN1)C(=NC2C)[C@@H](C)C=2C(=C(C(=O)NCC1CCOCC1)C(=C(C2)Cl)F)OC(C)C